ClC1=NC=NC2=CC=C(C=C12)I 4-chloro-6-iodo-quinazoline